guanine di-phosphate P(=O)(O)(O)O.P(=O)(O)(O)O.N1C(N)=NC=2N=CNC2C1=O